N1C[C@H](CC1)OC1=CC=C2C=NN=C(C2=C1)N 7-(((S)-pyrrolidin-3-yl)oxy)phthalazin-1-amine